3-Amino-3-{[4-methyl-1-oxo-1-(propan-2-yloxy)pentan-2-yl]carbamoyl}propanoic acid NC(CC(=O)O)C(NC(C(OC(C)C)=O)CC(C)C)=O